C(C)OC(=O)C=1N=CN(C1Cl)C1C(C1)C(F)(F)F 5-chloro-1-[2-(trifluoromethyl)cyclopropyl]-1H-imidazole-4-carboxylic acid ethyl ester